5-(5-chloro-2-(2-fluoro-3-methoxyphenylamino)pyrimidin-4-ylamino)benzo[d]oxazol-2(3H)-one trifluoroacetate salt FC(C(=O)O)(F)F.ClC=1C(=NC(=NC1)NC1=C(C(=CC=C1)OC)F)NC=1C=CC2=C(NC(O2)=O)C1